1,1-diethoxy-9,11-heptadecadiene C(C)OC(CCCCCCCC=CC=CCCCCC)OCC